N2,N2,N6,N6-tetrakis(2-methoxyethyl)-4,8-bis(4-methoxypiperidin-1-yl)pyrimido[5,4-d]pyrimidine-2,6-diamine COCCN(C=1N=C(C2=C(N1)C(=NC(=N2)N(CCOC)CCOC)N2CCC(CC2)OC)N2CCC(CC2)OC)CCOC